C1SC[C@H]2[C@@H]1CC(C2)N (3aR-5s-6aS)-Hexahydro-1H-cyclopenta[c]thiophen-5-amine